(S)-N-(2-amino-1-(3-chlorophenyl)-ethyl)-1-(2-((3,3-difluorocyclobutyl)amino)-5-methyl-pyrimidin-4-yl)-1H-imidazole-4-carboxamide NC[C@H](C1=CC(=CC=C1)Cl)NC(=O)C=1N=CN(C1)C1=NC(=NC=C1C)NC1CC(C1)(F)F